2-(trifluoro-methoxy)-ethanol FC(OCCO)(F)F